Bicyclo[4.2.0]oct-1,3,5-trien-3-yl-(methyl)carbamic acid tert-butyl ester C(C)(C)(C)OC(N(C)C=1C=C2CCC2=CC1)=O